5-chloro-6-(1,1-difluoroethyl)-N-[(4-methoxypyrimidin-5-yl)methyl]pyridine-3-carboxamide ClC=1C=C(C=NC1C(C)(F)F)C(=O)NCC=1C(=NC=NC1)OC